COC=1C=2N(C=CN1)C(=NC2NC2=CC=C(C=C2)C(=O)N2CCOCC2)C2CCN(CC2)C(C)=O 1-(4-(8-Methoxy-1-((4-(morpholine-4-carbonyl)phenyl)amino)imidazo[1,5-a]pyrazin-3-yl)piperidine-1-yl)Ethan-1-one